methyl-1-(4-methoxybenzyl)-6-methylpyridin-2(1H)-one CC=1C(N(C(=CC1)C)CC1=CC=C(C=C1)OC)=O